C1(=CC=CC=C1)C1=C(C=CC(=C1)C)C1=C(C=C(C=C1)C)C1=CC=CC=C1.[Li] lithium 2,2'-diphenyl-4,4'-dimethyl-1,1'-biphenyl